CC=1N=C2N(N=C(C=C2C)C2=CC=3C(=NN(C3)C3C(CN(CC3)C(=O)[O-])F)S2)C1 4-(5-(2,8-dimethylimidazo[1,2-b]pyridazin-6-yl)-2H-thieno[2,3-c]pyrazol-2-yl)-3-fluoropiperidine-1-carboxylate